C(#N)C=1C=C(C=NC1)S(=O)(=O)N(CC)C(C(F)(F)F)C1=CC(=C(C=C1)F)F 5-cyano-N-(1-(3,4-difluorophenyl)-2,2,2-trifluoroethyl)-N-ethylpyridine-3-sulfonamide